trans-tert-butyl(3-((6-(4-hydroxyphenyl)-1-(tetrahydro-2H-pyran-2-yl)-1H-indazol-4-yl)oxy)cyclobutyl)((1-methyl-1H-imidazol-5-yl)methyl)carbamate C(C)(C)(C)OC(N(CC1=CN=CN1C)[C@@H]1C[C@H](C1)OC1=C2C=NN(C2=CC(=C1)C1=CC=C(C=C1)O)C1OCCCC1)=O